5-nitro-2-[5-(trifluoromethyl)pyridin-3-yl]benzene-sulfonamide [N+](=O)([O-])C=1C=CC(=C(C1)S(=O)(=O)N)C=1C=NC=C(C1)C(F)(F)F